(1aS,5aS)-2-(2,4-Difluoro-phenyl)-1a,2,5,5a-tetrahydro-1H-2,3-diaza-cyclopropa[a]pentalene-4-carboxylic acid (3-methyl-pyridin-2-yl)-amide CC=1C(=NC=CC1)NC(=O)C=1C=2C[C@H]3[C@@H](C2N(N1)C1=C(C=C(C=C1)F)F)C3